IC1=CC(=CC=2C3=CC(=CC(=C3NC12)I)C(C)(C)C)C(C)(C)C 1,8-diiodo-3,6-di-tert-butylcarbazole